N-(4-fluoro-5-(((2S,4R)-4-(imidazo[2,1-b][1,3,4]thiadiazol-2-yloxy)-2-methylpyrrolidin-1-yl)methyl)thiazol-2-yl)acetamide FC=1N=C(SC1CN1[C@H](C[C@H](C1)OC1=NN2C(S1)=NC=C2)C)NC(C)=O